1-ethyl-3-methylimidazolium ethanoate C(C)(=O)[O-].C(C)N1C=[N+](C=C1)C